CN1C=C(C=2N=C(NC(C21)=O)C=2C=C(C=CC2OCCC)S(=O)(=O)Cl)CCC 3-(5-methyl-4-oxo-7-propyl-4,5-dihydro-3H-pyrrolo[3,2-d]pyrimidin-2-yl)-4-propoxybenzene-1-sulfonyl chloride